FC1=CC(=C(C(=O)N)C(=C1)C)C 4-fluoro-2,6-dimethylbenzamide